(3R,7S)-2-(3,4-Dichlorobenzoyl)-9-(4-(difluoromethoxy)benzyl)-3-methyl-10-oxo-1,2,3,4,7,8,9,10-octahydropyrido[4',3':3,4]pyrazolo[1,5-a]pyrazine-7-carboxylic acid ClC=1C=C(C(=O)N2CC=3C(=NN4C3C(N(C[C@H]4C(=O)O)CC4=CC=C(C=C4)OC(F)F)=O)C[C@H]2C)C=CC1Cl